pentamethyl-N'-isopropylguanidine trifluoromethanesulfonate FC(S(=O)(=O)O)(F)F.CCC(C(C)(C)C)(NC(N)=N)C